OCC(CC)NC(C1=CN=CC=C1N1C2=C(OCC1)C=NC(=C2)C2=NC(=CC=C2)C)=O N-(1-hydroxybutan-2-yl)-4-(7-(6-methylpyridin-2-yl)-2,3-dihydro-1H-pyrido[3,4-b][1,4]oxazin-1-yl)nicotinamide